(2-methyl-4-triisopropylsilyloxy-phenyl) (E)-3-[4-[4-[4-[tert-butyl(dimethyl)silyl]oxy-3-[[tert-butyl(dimethyl)silyl]oxymethyl]butoxy]phenyl]phenyl]prop-2-enoate [Si](C)(C)(C(C)(C)C)OCC(CCOC1=CC=C(C=C1)C1=CC=C(C=C1)/C=C/C(=O)OC1=C(C=C(C=C1)O[Si](C(C)C)(C(C)C)C(C)C)C)CO[Si](C)(C)C(C)(C)C